C(C([2H])([2H])[2H])([2H])([2H])[2H] Ethane-d6